NC1=NC=CC2=C(C=CC=C12)NCC12N(CC(C1)(C2)COC2=CC(N(C(=C2)C)C)=O)C(C(C)NC(C)=O)=O N-(1-(1-(((1-Aminoisoquinolin-5-yl)amino)methyl)-4-(((1,6-dimethyl-2-oxo-1,2-dihydropyridin-4-yl)oxy)methyl)-2-azabicyclo[2.1.1]hexan-2-yl)-1-oxopropan-2-yl)acetamide